N-(2-(2,6-dioxopiperidin-3-yl)-1,3-dioxoisoindolin-5-yl)-1-(o-tolyl)methane-sulfonamide O=C1NC(CCC1N1C(C2=CC=C(C=C2C1=O)NS(=O)(=O)CC1=C(C=CC=C1)C)=O)=O